C(CC)(=O)O[C@@H]1[C@H](O[C@H]([C@]1(C)F)N1C(NC(C=C1)=O)=O)COP(=O)(OC1=CC=CC=C1)O[C@H](CC)C1OCCO1 (2R,3R,4R,5R)-2-(((((R)-1-(1,3-dioxolan-2-yl) propoxy) (phenoxy) phosphoryl) oxy) methyl)-5-(2,4-dioxo-3,4-dihydropyrimidin-1(2H)-yl)-4-fluoro-4-methyltetrahydrofuran-3-yl propionate